ClC1=C(C=CC=C1)CC(=O)NC=1C=C(C2=CN(N=C2C1)CC1=CC=C(C=C1)O)S(N)(=O)=O 2-(2-chlorophenyl)-N-(2-(4-hydroxyphenylmethyl)-4-sulfamoyl-2H-indazol-6-yl)acetamide